C1CCCC12CCN(CC2)CC2=C1C(=NC(=C2)C=2C=C3CN(C(C3=CC2)=O)C2C(NC(CC2)=O)=O)N(C=C1)C 3-(5-(4-((8-azaspiro[4.5]dec-8-yl)methyl)-1-methyl-1H-pyrrolo[2,3-b]pyridin-6-yl)-1-oxoisoindolin-2-yl)piperidine-2,6-dione